CC1=CC=C(C=C1)C1=C(C=CC(=C1)C(F)(F)F)C#CC1=NNC2=CC=C(C=C12)C(=O)N1CC2(C1)CNCCC2 (3-((4'-Methyl-5-(trifluoromethyl)-[1,1'-biphenyl]-2-yl)ethynyl)-1H-indazol-5-yl)(2,6-diazaspiro[3.5]nonan-2-yl)methanone